N-(5-(((1S,5'S)-5'-Methyl-3H-spiro[furo[3,4-c]pyridine-1,3'-pyrrolidin]-1'-yl)methyl)thiazol-2-yl)acetamide C[C@H]1C[C@]2(CN1CC1=CN=C(S1)NC(C)=O)OCC=1C=NC=CC12